(1r,4r)-4-((5-(3-(difluoromethyl)-8-fluoroimidazo[1,2-a]pyridin-6-yl)-4-methoxypyrrolo[2,1-f][1,2,4]triazin-2-yl)amino)-1-methylcyclohexan-1-ol FC(C1=CN=C2N1C=C(C=C2F)C=2C=CN1N=C(N=C(C12)OC)NC1CCC(CC1)(O)C)F